N1=C(C=CC=C1)C1(CC1)NC(=O)[C@@H]1CN(CC[C@H]1NC(=O)C=1N=NN(C1)C1=C(C=C(C=C1)F)F)C1C(CCC1)C |o1:12,17| (3R*,4R*)-4-{[1-(2,4-Difluoro-phenyl)-1H-[1,2,3]triazole-4-carbonyl]-amino}-1-(2-methyl-cyclopentyl)-piperidine-3-carboxylic acid (1-pyridin-2-yl-cyclopropyl)-amide